C(C=C)(=O)NC1=C(C=CC=C1[N+](=O)[O-])B(O)O acrylamido-3-nitrophenyl-boronic acid